N2-[2-(6-methoxy-1H-indol-3-yl)ethyl]-N4-(2-methyl-1H-indol-5-yl)pyrimidine-2,4-diamine COC1=CC=C2C(=CNC2=C1)CCNC1=NC=CC(=N1)NC=1C=C2C=C(NC2=CC1)C